3-((2R,3R)-2-(naphthalen-1-yl)-3-nitro-3-phenylpropyl)-5,5-dimethylcyclohex-2-en-1-one C1(=CC=CC2=CC=CC=C12)[C@@H](CC1=CC(CC(C1)(C)C)=O)[C@H](C1=CC=CC=C1)[N+](=O)[O-]